COCC(C(=O)N(C)C)OC1=CC=C2C(=CNC(C2=C1)=O)C1=C(C=CC=C1)C 3-methoxy-N,N-dimethyl-2-((1-oxo-4-(o-tolyl)-1,2-dihydroisoquinolin-7-yl)oxy)propanamide